S1C=NC2=C1C=CC=C2N2N=CC(=C2C(F)(F)F)C(=O)NC=2C(=NC(=C(C2)C)N2N=CC=N2)C 1-(Benzo[d]thiazol-4-yl)-N-(2,5-dimethyl-6-(2H-1,2,3-triazol-2-yl)pyridin-3-yl)-5-(trifluoromethyl)-1H-pyrazol-4-carboxamid